N-cyclopropyl-5-((1S,6R)-5-((7-ethyl-6-oxo-5,6-dihydro-1,5-Naphthyridin-3-yl)methyl)-2,5-diazabicyclo[4.2.0]octan-2-yl)pyridineamide C1(CC1)NC(=O)C1=NC=C(C=C1)N1[C@H]2CC[C@H]2N(CC1)CC=1C=NC=2C=C(C(NC2C1)=O)CC